CC=1C=C(C=CC1OC1=CC2=C(N(C=N2)C)C=C1)NC1=C(C=NC=2N1N=CC2)C=2OCC(N2)C(=O)OC methyl 2-(7-((3-methyl-4-((1-methyl-1H-benzimidazol-5-yl)oxy)phenyl)amino)pyrazolo[1,5-a]pyrimidin-6-yl)-4,5-dihydrooxazole-4-carboxylate